O=C1S\C(\C(N1)=O)=C/C1=CC=C(OC2CCN(CC2)C(=O)NC2=CC=C(C=C2)OC(F)(F)F)C=C1 (Z)-4-{4-[(2,4-dioxothiazolidin-5-ylidene)methyl]phenoxy}-N-[4-(trifluoromethoxy)phenyl]piperidine-1-carboxamide